3-(5-((S)-3-(3-fluorophenyl)pyrrolidine-1-carbonyl)-1-oxoisoindolin-2-yl)piperidine-2,6-dione FC=1C=C(C=CC1)[C@H]1CN(CC1)C(=O)C=1C=C2CN(C(C2=CC1)=O)C1C(NC(CC1)=O)=O